(S)-2,2,2-trifluoro-N-(7-fluoro-3-oxo-2,3-dihydro-1H-inden-1-yl)acetamide FC(C(=O)N[C@H]1CC(C2=CC=CC(=C12)F)=O)(F)F